2-((tert-Butoxycarbonyl)amino)-2-(4-methyltetrahydro-2H-pyran-4-yl)acetic acid C(C)(C)(C)OC(=O)NC(C(=O)O)C1(CCOCC1)C